(R/S)-2-(3-(4-chloro-3-methoxyphenyl)-3-methoxyazetidin-1-yl)-4-((1-(hydroxymethyl)cyclobutyl)amino)-6,7-dihydrothieno[3,2-d]pyrimidine 5-oxide ClC1=C(C=C(C=C1)C1(CN(C1)C=1N=C(C2=C(N1)CC[S@]2=O)NC2(CCC2)CO)OC)OC |r|